COC(=O)C1=NC(=C(C=C1C)Br)N=CNO 5-bromo-6-(((hydroxylamino)methylidene)amino)-3-methylpyridine-2-carboxylic acid methyl ester